Hexadecen C=CCCCCCCCCCCCCCC